CNC=1N=CC(=NC1)C#C/C=C/C=1SC2=C(N1)C=CC(=C2)N (E)-2-(4-(5-(methylamino)pyrazin-2-yl)but-1-en-3-yn-1-yl)benzo[d]thiazol-6-amine